C(C)(C)(C)OC(NCCC(CBr)=O)=O (4-bromo-3-oxo-butyl)carbamic acid tert-butyl ester